6-(tert-butoxycarbonyl-amino)-2-methyl-4-oxo-hexanoic acid C(C)(C)(C)OC(=O)NCCC(CC(C(=O)O)C)=O